2-(2-fluoro-4-iodoanilino)-1-methyl-6-oxopyridine-3-carboxamide FC1=C(NC=2N(C(C=CC2C(=O)N)=O)C)C=CC(=C1)I